FC(CN1N=C(C(=C1C)CCN1CC2=C(C(=C(C=C2C(C1)(F)F)O)N1CC(NS1(=O)=O)=O)F)C)F 5-(2-{2-[1-(2,2-difluoroethyl)-3,5-dimethyl-1H-pyrazol-4-yl]ethyl}-4,4,8-trifluoro-6-hydroxy-1,2,3,4-tetrahydroisoquinolin-7-yl)-1λ6,2,5-thiadiazolidine-1,1,3-trione